CC=1SC=C(C1C1=C(C(C(C1(F)F)(F)F)(F)F)C1=C(SC=C1C)C)C 1,2-bis(2,4-dimethylthiophen-3-yl)perfluorocyclopentene